CS(=O)(=O)CC1=C(C=C(C=N1)NC=1N=CC2=C(N1)CNCC2)C 6-(methanesulfonylmethyl)-5-methyl-N-{5H,6H,7H,8H-pyrido[3,4-d]pyrimidin-2-yl}pyridin-3-amine